2-((1R,3s,5S)-8-azabicyclo[3.2.1]octan-3-yl)-6-isopropyl-5-(8-methyl-[1,2,4]triazolo[1,5-a]pyridin-6-yl)-4H-thieno[3,2-b]pyrrole [C@H]12CC(C[C@H](CC1)N2)C2=CC=1NC(=C(C1S2)C(C)C)C=2C=C(C=1N(C2)N=CN1)C